N-(4-bromo-2-methylphenyl)-2-methylbenzamide BrC1=CC(=C(C=C1)NC(C1=C(C=CC=C1)C)=O)C